Ethyl-pyridinium C(C)[N+]1=CC=CC=C1